1-(2-fluorophenyl)-N-methylmethanamine FC1=C(C=CC=C1)CNC